C(=O)O.C(C)(=O)NC(C)C=1C(=C(C(=C2C=NNC12)C=1N=CC=2N(C1)C=C(N2)NC(=O)[C@H]2[C@H](C2)F)C(F)(F)F)F (1s,2s)-N-(6-(7-(1-acetamidoethyl)-6-fluoro-5-(trifluoromethyl)-1H-indazol-4-yl)imidazo[1,2-a]pyrazin-2-yl)-2-fluorocyclopropanecarboxamide formate salt